FC(C(=O)O)(F)F.NC1CC2(CN(C2)C2=C(C=C(C=C2)NC2=NC=C(C(=N2)NC2=C(C=CC=C2)P(C)(C)=O)C)C)C1 (2-((2-((4-(6-amino-2-azaspiro[3.3]heptan-2-yl)-3-methylphenyl)amino)-5-methyl-pyrimidin-4-yl)amino)phenyl)dimethylphosphine oxide trifluoroacetate